[NH4+].[N+](=O)([O-])C1=C(N2C(N=N1)=C(C=N2)C2=NN=NN2)N 3-nitro-8-(1H-tetrazol-5-yl)pyrazolo[5,1-c][1,2,4]triazine-4-amine ammonium salt